OC1=C(C=NN1C)C1=NC=CC(=N1)NC=1N=CC=2N(C1)C(=NC2C2=CC=C(N2C)C(=O)OC)[C@@H](C)CCO Methyl (S)-5-(6-((2-(5-hydroxy-1-methyl-1H-pyrazol-4-yl) pyrimidin-4-yl) amino)-3-(4-hydroxybut-2-yl) imidazo[1,5-a]pyrazin-1-yl)-1-methyl-1H-pyrrole-2-carboxylate